5-(4,5-dichlorothiophene-2-sulfonylamino)thiazole-4-carboxylic acid ClC=1C=C(SC1Cl)S(=O)(=O)NC1=C(N=CS1)C(=O)O